FC=1C=C(C(=NC1)C=1OC(=NN1)C)OC1=CC=C(C=C1)C(C)(C)C1=CC=C(OC2CC(C2)N)C=C1 (1r,3r)-3-(4-(2-(4-((5-fluoro-2-(5-methyl-1,3,4-oxadiazol-2-yl)pyridine-3-yl)oxy)phenyl)propan-2-yl)phenoxy)cyclobutylamine